2-(2-Chloro-2,2-difluoroacetylamino)-5,6,7,8-tetrahydro-4H-cyclohepta[b]thiophen ClC(C(=O)NC1=CC2=C(S1)CCCCC2)(F)F